C1C2=CC=CC=C2C3=C1[Ge]=CC=C3 Germafluorene